4-[[(2R,3s,4s,5r)-3-(3,4-difluoro-2-methoxy-phenyl)-4,5-dimethyl-5-(trifluoromethyl)tetrahydrofuran-2-carbonyl]amino]-3-methyl-pyridine-2-carboxamide FC=1C(=C(C=CC1F)[C@H]1[C@@H](O[C@]([C@H]1C)(C(F)(F)F)C)C(=O)NC1=C(C(=NC=C1)C(=O)N)C)OC